CC1=NC2=C(N1)C=CC(=C2)B(O)O (2-methyl-1H-Benzimidazol-5-yl)boronic acid